2-Bromo-7,8,11,11a-tetrahydro-5H-azepino[2,1-a]isoindol-5-one BrC=1C=CC=2C(N3C(C2C1)CC=CCC3)=O